2''H-dispiro[aziridine-2,1'-cyclohexane-4',3''-imidazo[1,5-a]pyridine]-1'',5''-dione C1(NC2(N3C1=CC=CC3=O)CCC3(CC2)NC3)=O